4-(4-((1R,5S)-3,8-diazabicyclo[3.2.1]oct-3-yl)-5-chloro-8-fluoro-2-(((2R,7aS)-2-fluorohexahydro-1H-pyrrolizin-7a-yl)methoxy)pyrido[4,3-d]pyrimidin-7-yl)-5,6-difluoronaphthalene-2-ol [C@H]12CN(C[C@H](CC1)N2)C=2C1=C(N=C(N2)OC[C@]23CCCN3C[C@@H](C2)F)C(=C(N=C1Cl)C1=CC(=CC2=CC=C(C(=C12)F)F)O)F